((2-(2-methyl-[1,1'-biphenyl]-3-yl)-6-(methylthio)benzo[d]oxazol-5-yl)methyl)-L-serine CC1=C(C=CC=C1C=1OC2=C(N1)C=C(C(=C2)SC)CN[C@@H](CO)C(=O)O)C2=CC=CC=C2